BrCC1=C(C=CC=2CCOC21)F 7-(bromomethyl)-6-fluoro-2,3-dihydrobenzofuran